N1C=NC(=C1)C=CC(=O)O 3-(1H-imidazol-4-yl)acrylic acid